6-(6-ethoxypyridin-3-yl)-N-((3-methyl-1H-pyrazol-4-yl)methoxy)pyrazine-2-carboxamide C(C)OC1=CC=C(C=N1)C1=CN=CC(=N1)C(=O)NOCC=1C(=NNC1)C